ClC1=NC2=C(N1C)C=C(C=C2NC2=C(C=CC=C2C(C)C)C(C)C)C 2-Chloro-N-(2,6-diisopropylphenyl)-1,6-dimethyl-1H-benzimidazol-4-amine